N-[8-chloro-6-(4-methylpyridin-3-yl)isoquinolin-3-yl]-3-methylcyclopropane-1-carboxamide ClC=1C=C(C=C2C=C(N=CC12)NC(=O)C1CC1C)C=1C=NC=CC1C